ClC1=CC=C(C2=C1C=CO2)COC2=CC=CC(=N2)C2=CCC(CC2)CC(=O)OCC Ethyl 2-(4-(6-((4-chlorobenzofuran-7-yl)methoxy)pyridin-2-yl)cyclohex-3-en-1-yl)acetate